N-ACETYL-SERINE C(C)(=O)N[C@@H](CO)C(=O)O